BrC=1C=CC(=C(C1)P(C)(C)=O)NC1=NC(=NC=C1Cl)Cl (5-bromo-2-((2,5-dichloropyrimidin-4-yl)amino)phenyl)dimethylphosphine oxide